(R)-(5,6-dimethyl-5,6,7,8-tetrahydro-1,6-naphthyridin-3-yl)boronic acid C[C@@H]1C=2C=C(C=NC2CCN1C)B(O)O